N1CC(C1)N1C[C@H]([C@@H](CC1)N1N=C(C=2C1=NC=NC2N)C2=CC=C(C=C2)OC2=CC=CC=C2)F 1-((3R,4R)-1-(azetidin-3-yl)-3-fluoropiperidin-4-yl)-3-(4-phenoxyphenyl)-1H-pyrazolo[3,4-d]pyrimidin-4-amine